FC1=C(C=CC=C1I)C(C)=O 1-(2-fluoro-3-iodo-phenyl)ethanone